C(C1=CC=CC=C1)N1CCC=2C3=C(N(C(C2C1)=O)CC1=CC=C(C=C1)C(F)(F)F)C=CC=C3 3-Benzyl-6-(4-(trifluoromethyl)benzyl)-2,3,4,6-tetrahydrobenzo[c][2,7]naphthyridine-5(1H)-one